2-(4-methoxyphenoxy)-N-[2-methyl-5-(3-methyl-4-oxo-3,4-dihydro-1-phthalazinyl)benzyl]acetamide COC1=CC=C(OCC(=O)NCC2=C(C=CC(=C2)C2=NN(C(C3=CC=CC=C23)=O)C)C)C=C1